O1C2=C(NCC1)C=C(C=C2)S(=O)(=O)N2CC1=C(C2)CN(C1)C(=O)C1(CC1)COC (5-((3,4-dihydro-2H-benzo[b][1,4]oxazin-6-yl)sulfonyl)-3,4,5,6-tetrahydropyrrolo[3,4-c]pyrrol-2(1H)-yl)(1-(methoxymethyl)cyclopropyl)methanone